(R/S)-1-(1-(4-chloro-3-methylbenzyl)piperidin-4-yl)-N-(4-(tetrahydropyrrole-1-yl-formyl)-6-methylpyridin-2-yl)-2,3-dihydro-1H-pyrrolo[2,3-B]pyridine-2-carboxamide ClC1=C(C=C(CN2CCC(CC2)N2[C@H](CC=3C2=NC=CC3)C(=O)NC3=NC(=CC(=C3)C(=O)N3CCCC3)C)C=C1)C |r|